(1s,3s)-3-(5-bromopyrimidin-2-yl)-3-((tert-butyldimethylsilyl)oxy)-1-methylcyclobutan-1-ol BrC=1C=NC(=NC1)C1(CC(C1)(O)C)O[Si](C)(C)C(C)(C)C